(E)-3-(3,4-dihydroxyphenyl)-N-((1-(2-(trifluoromethyl)benzyl)-1H-1,2,3-triazol-4-yl)methyl)acrylamide OC=1C=C(C=CC1O)/C=C/C(=O)NCC=1N=NN(C1)CC1=C(C=CC=C1)C(F)(F)F